3-(pyrrolidin-1-yl)-4-(trifluoromethyl)benzaldehyde N1(CCCC1)C=1C=C(C=O)C=CC1C(F)(F)F